N-[(4,5-difluoro-1H-benzimidazol-2-yl)methyl]-2-(methanesulfonyl)-7-(trifluoromethyl)imidazo[2,1-f][1,2,4]triazin-4-amine FC1=C(C=CC=2NC(=NC21)CNC2=NC(=NN1C2=NC=C1C(F)(F)F)S(=O)(=O)C)F